(S)-N-(3-methoxypropionyl)phenylpropionamido-D-leucine borate B(O)(O)O.COCCC(=O)N([C@@H](CC(C)C)C(=O)O)NC(CCC1=CC=CC=C1)=O